4-(((5'-chloro-2'-((1-((2-(2,6-dioxopiperidin-3-yl)-1,3-dioxoisoindoline-5-yl)methyl)piperidin-4-yl)amino)-[2,4'-bipyridyl]-6-yl)amino)methyl)tetrahydro-2H-pyran-4-carbonitrile ClC=1C(=CC(=NC1)NC1CCN(CC1)CC=1C=C2C(N(C(C2=CC1)=O)C1C(NC(CC1)=O)=O)=O)C1=NC(=CC=C1)NCC1(CCOCC1)C#N